(E)-2-(2-amino-3-methylpentanamido)ethyl (4-(3,5-dimethoxystyryl)phenyl) carbonate Hydrochloride Cl.C(OCCNC(C(C(CC)C)N)=O)(OC1=CC=C(C=C1)C=CC1=CC(=CC(=C1)OC)OC)=O